FC=1C(=NC(=NC1)OC1=CC=C(C=C1)B1OC(C(O1)(C)C)(C)C)C 5-fluoro-4-methyl-2-(4-(4,4,5,5-tetramethyl-1,3,2-dioxaborolan-2-yl)phenoxy)pyrimidine